(4-chloro-3-(trifluoromethyl)phenyl)-2-(4-((6,7-dimethoxyquinazolin-4-yl)oxy)-2-hydroxyphenyl)-2-oxoacetamide ClC1=C(C=C(C=C1)NC(C(=O)C1=C(C=C(C=C1)OC1=NC=NC2=CC(=C(C=C12)OC)OC)O)=O)C(F)(F)F